C(C)(C)(C)OC(=O)N1CCC(CC1)=CC1=CC(=C(C=C1)F)[N+](=O)[O-] 4-(4-fluoro-3-nitrobenzylidene)piperidine-1-carboxylic acid tert-butyl ester